2-(4-methyl-piperazin-1-yl)-ethylamine CN1CCN(CC1)CCN